tert-Butyl 4-[2,2-dimethyl-5-(pyrazolo[1,5-a]pyrimidine-3-carbonylamino)-3H-benzofuran-6-yl]piperidine-1-carboxylate CC1(OC2=C(C1)C=C(C(=C2)C2CCN(CC2)C(=O)OC(C)(C)C)NC(=O)C=2C=NN1C2N=CC=C1)C